2-[(9aR)-octahydropyrazino[2,1-c][1,4]oxazin-8-yl]-5-(5-bromo-1-{[2-(trimethylsilyl)ethoxy]methyl}-1H-pyrazolo[3,4-c]pyridin-3-yl)phenol C1OCCN2[C@@H]1CN(CC2)C2=C(C=C(C=C2)C2=NN(C1=CN=C(C=C12)Br)COCC[Si](C)(C)C)O